((4-oxo-5-(tetrahydro-2H-pyran-4-yl)-4,5-dihydro-1H-imidazo[4,5-c]pyridin-2-yl)methyl)-1H-indole-7-sulfonamide O=C1N(C=CC2=C1N=C(N2)CN2C=CC1=CC=CC(=C21)S(=O)(=O)N)C2CCOCC2